(E)-Ethyl N-tosyloxyacetimidate S(=O)(=O)(C1=CC=C(C)C=C1)O/N=C(\C)/OCC